CC=1C2=C(N=CN1)N(C=C2)C(=O)OCC2=CC=CC=C2 Benzyl 4-methyl-7H-pyrrolo[2,3-d]pyrimidine-7-carboxylate